dimethoxy-6-methyl-6H-dibenzo[de,g]quinoline COC1=C(C=2C=3C(C=CN(C3C=C3C2C=CC=C3)C)=C1)OC